2-{4-[(1-methyl-1H-pyrazol-4-yl)amino]pyrido[3,4-d]pyridazin-1-yl}-5-(trifluoromethyl)phenol CN1N=CC(=C1)NC=1N=NC(=C2C1C=NC=C2)C2=C(C=C(C=C2)C(F)(F)F)O